C(C)(C)(C)OC(=O)N[C@H]1CSC2=C(NC1=O)C=C(C(=C2C)F)C(=O)OC methyl (3R)-3-(tert-butoxycarbonylamino)-8-fluoro-9-methyl-4-oxo-3,5-dihydro-2H-1,5-benzothiazepine-7-carboxylate